CN1N=CC(=C1)C1=CC=C(CNC2=NC=NC(=C2)C2=CN=C3N2C=CC(=C3)OCCN(CC(F)(F)F)C)C=C1 [4-(1-methyl-1H-pyrazol-4-yl)-benzyl]-[6-(7-{2-[methyl-(2,2,2-trifluoro-ethyl)-amino]-ethoxy}-imidazo[1,2-a]pyridin-3-yl)-pyrimidin-4-yl]-amine